1,5-diazabicyclo[4.3.0]non-5-en N12CCCN=C2CCC1